CC1=C(C=C(C=C1)NC(=O)[C@@H]1N(CCCC1)C(=O)OC(C)(C)C)C(NC(C)C1=CC(=CC2=CC=CC=C12)C=1C=NN(C1)C)=O tert-butyl (2R)-2-((4-methyl-3-((1-(3-(1-methyl-1H-pyrazol-4-yl)naphthalen-1-yl)ethyl)carbamoyl)phenyl)carbamoyl)piperidine-1-carboxylate